[(1R,2R,3R,4R)-4-({5-[(4-benzyl-5-chloro-2-thienyl)carbonyl]pyrimidin-4-yl} amino)-3-fluoro-2-hydroxycyclopentyl]methyl sulfamate S(N)(OC[C@@H]1[C@H]([C@@H]([C@@H](C1)NC1=NC=NC=C1C(=O)C=1SC(=C(C1)CC1=CC=CC=C1)Cl)F)O)(=O)=O